4-ethoxy-3-ethylthio-5-methoxyphenethylamine C(C)OC1=C(C=C(CCN)C=C1OC)SCC